F[C@@H]1[C@H]2CC[C@@H](C[C@@H]1N(C1=CC=C(N=N1)C1=C(C=C3C(C=C(OC3=C1)C)=O)O)C)N2C 7-(6-(((1R,2R,3S,5S)-2-fluoro-8-methyl-8-azabicyclo[3.2.1]octan-3-yl)(methyl)amino)pyridazin-3-yl)-6-hydroxy-2-methyl-4H-chromen-4-one